perfluoron-butyl chloride FC(C(C(C(F)(F)F)(F)F)(F)F)(F)Cl